O=C1N(C(C2=CC=CC=C12)=O)CC1(CCNCC1)C#N 4-[(1,3-dioxo-2,3-dihydro-1H-isoindol-2-yl)methyl]hexahydropyridine-4-carbonitrile